1-(2-chloroethyl)-1-oxophospholene ClCCP1(C=CCC1)=O